1,4-bis(2-ethylhexyloxycarbonyloxy)naphthalene C(C)C(COC(=O)OC1=CC=C(C2=CC=CC=C12)OC(=O)OCC(CCCC)CC)CCCC